C1(CC1)C1=NC2=C(N1CCN)C=CC=C2 2-(2-cyclopropyl-1H-benzimidazol-1-yl)ethylamine